(1S,3aR,6aS)-2-(5-fluorobenzo[d]isoxazole-3-carbonyl)-N-((S)-3-oxo-1-((S)-2-oxopyrrolidin-3-yl)-4-(trifluoromethoxy)butan-2-yl)octahydrocyclopenta[c]pyrrole-1-carboxamide FC=1C=CC2=C(C(=NO2)C(=O)N2[C@@H]([C@@H]3[C@H](C2)CCC3)C(=O)N[C@@H](C[C@H]3C(NCC3)=O)C(COC(F)(F)F)=O)C1